Cl.N1=CN=C(C2=C1NC=C2)NC2=CC(=C1C(NC(NN1C2=O)(C)C)=O)Cl 7-((7H-pyrrolo[2,3-d]pyrimidin-4-yl)amino)-5-chloro-2,2-dimethyl-2,3-dihydro-1H-pyrido[2,1-f][1,2,4]triazine-4,8-dione hydrochloride